[C-]1(C=CC=C1)C=1OCCN1.[CH-]1C=CC=C1.[Fe+2] ferrocenyl-oxazoline